NC=1C2=C(N=CN1)N(C=C2)[C@H]2[C@@H]([C@@H]([C@@]1(C[C@H]21)CCC2=CC=C1C=CC(=NC1=C2F)N)O)O (1R,2R,3S,4R,5S)-4-(4-amino-7H-pyrrolo[2,3-d]pyrimidin-7-yl)-1-(2-(2-amino-8-fluoroquinolin-7-yl)ethyl)bicyclo[3.1.0]hexane-2,3-diol